2-{5-[Ethyl(1-methylpiperidin-4-yl)amino][1,3]thiazolo[5,4-d][1,3]thiazol-2-yl}-5-(1H-pyrazol-4-yl)pyridin-3-ol Hydrochlorid Cl.C(C)N(C=1SC2=C(N1)SC(=N2)C2=NC=C(C=C2O)C=2C=NNC2)C2CCN(CC2)C